[B-]([2H])([2H])([2H])[2H].[Na+] Sodium (2H4)tetrahydroborate